(S)-(4-(7-chloropyrazolo[1,5-a]pyridin-2-yl)-6,7-dihydro-1H-imidazo[4,5-c]pyridin-5(4H)-yl)(5-(5-methoxypyridin-2-yl)-1,3,4-oxadiazol-2-yl)methanone ClC1=CC=CC=2N1N=C(C2)[C@H]2N(CCC1=C2N=CN1)C(=O)C=1OC(=NN1)C1=NC=C(C=C1)OC